COC=1C=C(C=CC1OC)C=1C=C(C(N(N1)CC1=CC=C(C=C1)CCC1=CC=CC=C1)=O)C(F)(F)F 6-(3,4-Dimethoxyphenyl)-2-(4-Phenylethylbenzyl)-4-(trifluoromethyl)pyridazin-3(2H)-one